ClC1=C(C#N)C=C(C(=N1)N(C)C)F 2-chloro-6-(dimethylamino)-5-fluoronicotinonitrile